N[C@@H]1CN(C[C@H]1F)C1=NC=CC(=N1)N1CCN(CC1)C[C@H]1CN(C[C@H](O1)C)C1=C2C=CC=NC2=C(C=C1)C#N 5-[(2S,6R)-2-[[4-[2-[(3R,4R)-3-amino-4-fluoro-pyrrolidin-1-yl]pyrimidin-4-yl]piperazin-1-yl]methyl]-6-methyl-morpholin-4-yl]quinoline-8-carbonitrile